2'-chloro-N-(5-((6-hydroxyspiro(3.3)hept-2-yl)methoxy)-1,3,4-thiadiazol-2-yl)-5'-methoxy-6-methyl-(4,4'-bipyridine)-3-carboxamide ClC1=NC=C(C(=C1)C1=C(C=NC(=C1)C)C(=O)NC=1SC(=NN1)OCC1CC2(C1)CC(C2)O)OC